C(CCCCCCCCCCCCC)(=O)OC[C@@H](OC(CCCCCCCCCCCCC)=O)COP(=O)(O)OC[C@H](N)C(=O)O 1,2-ditetradecanoyl-sn-glycero-3-phospho-L-serine